C1(=CC=C(C=C1)CC1=C(C=CC(=C1)N)NC1=CC=CC=C1)CC1=C(C=CC(=C1)N)NC1=CC=CC=C1 N'-(1,4-phenylenebis(methylene))bis(N-phenylbenzene-1,4-diamine)